(2S)-3-[3-[(3,5-Dimethoxybenzyl)sulfamoyl]phenyl]-2-[(3R)-pyrrolidin-3-yl]propanoic acid COC=1C=C(CNS(=O)(=O)C=2C=C(C=CC2)C[C@H](C(=O)O)[C@@H]2CNCC2)C=C(C1)OC